tert-Butyl endo-3-((4-hydroxypyrido[3,4-d]pyrimidin-6-yl)oxy)-8-azabicyclo[3.2.1]octane-8-carboxylate OC=1C2=C(N=CN1)C=NC(=C2)OC2CC1CCC(C2)N1C(=O)OC(C)(C)C